N-[[6-(3,3-dimethylbutyl)-6-azaspiro[2.5]octan-2-yl]methyl]-6-(2,4-dimethylpyrazol-3-yl)pyridazin-3-amine CC(CCN1CCC2(C(C2)CNC=2N=NC(=CC2)C=2N(N=CC2C)C)CC1)(C)C